tris(dimethylaminopropyl)hexahydrotriazine, ammonium salt [NH4+].CN(C)CCCN1N(N(CCC1)CCCN(C)C)CCCN(C)C